2-((6-fluorobenzo[d]oxazol-2-yl)amino)-1-methyl-1H-benzo[d]imidazole-5-carboxylic acid FC1=CC2=C(N=C(O2)NC2=NC3=C(N2C)C=CC(=C3)C(=O)O)C=C1